ethyl-(3-fluoro n-propyl) ether C(C)OCCCF